C(C)(C)(C)OC(=O)C1=CN=C(N1C)CN1C[C@H](CC1)N1C(N(C=2C1=NC=CC2)C2=CC=C(C=C2)N2CCOCC2)=O (S)-1-methyl-2-((3-(1-(4-morpholinylphenyl)-2-oxo-1,2-dihydro-3H-imidazo[4,5-b]pyridin-3-yl)pyrrolidin-1-yl)methyl)-1H-imidazole-5-carboxylic acid tert-butyl ester